N(=C=O)CCCC[Si](OC)(OC)C 4-Isocyanatobutylmethyldimethoxysilan